2,2,2-trifluoroacetaldehyde compound with 1-(4-(1,4-dimethyl-1H-pyrazol-5-yl)fluoropyridin-2-yl)piperazine CN1N=CC(=C1C1=C(C(=NC=C1)N1CCNCC1)F)C.FC(C=O)(F)F